tert-butyl (2S,6R)-4-[8-[(8-fluoro-2-methyl-[1,2,4]triazolo[1,5-a]pyridin-6-yl)carbamoyl]pyrido[3,4-b]pyrazin-5-yl]-2,6-dimethyl-piperazine-1-carboxylate FC=1C=2N(C=C(C1)NC(=O)C1=CN=C(C3=NC=CN=C31)N3C[C@@H](N([C@@H](C3)C)C(=O)OC(C)(C)C)C)N=C(N2)C